copper-zinc-calcium-magnesium-aluminum [Al].[Mg].[Ca].[Zn].[Cu]